N-((3aR,5s,6aS)-2-(5-(6-bromo-3-cyanopyrazolo[1,5-a]pyridin-4-yl)pyrazin-2-yl)-5-methyloctahydrocyclopenta[c]pyrrol-5-yl)formamide BrC=1C=C(C=2N(C1)N=CC2C#N)C=2N=CC(=NC2)N2C[C@@H]1[C@H](C2)CC(C1)(C)NC=O